ClC1=C(C=CC=C1)C=1N(C2=NC(=NC(=C2N1)N1CCC(CC1)(C(=O)N)C)OCC(C)(C)O)C1=CC=CC=C1 1-[8-(2-chlorophenyl)-2-(2-hydroxy-2-methyl-propoxy)-9-phenyl-purin-6-yl]-4-methyl-piperidine-4-carboxamide